F[C@](C(=O)N1[C@H]([C@H]2[C@@H](C1)CCC2)C(=O)N[C@H](C[C@@H]2C(NCC2)=O)C(CF)=O)(C)C2=CC(=CC=C2)F (1R,3aS,6aR)-2-((R)-2-fluoro-2-(3-fluorophenyl)propanoyl)-N-((R)-4-fluoro-3-oxo-1-((R)-2-oxopyrrolidin-3-yl)butan-2-yl)octahydrocyclopenta[c]pyrrole-1-carboxamide